ClC1=NC(=NC=C1C)N 4-Chloro-5-methylpyrimidin-2-amine